BrC=1C=CC=2N(C1)C(=NC2C(F)(F)F)C 6-bromo-3-methyl-1-(trifluoromethyl)imidazo[1,5-a]pyridine